ClC1=CC=C(C=C1)[C@@H]1N(C[C@H](NC1)C)CC1=C(C=C(C=C1)OC)OC (2S,5R)-2-(4-chlorophenyl)-1-[(2,4-dimethoxyphenyl)methyl]-5-methylpiperazine